CC(C=O)CCC=C(CCC=C(C)C)C 2,6,10-Tri-methyl-5,9-undecadienal